1,3,5-triisopropyl-chlorobenzene C(C)(C)C1=C(C(=CC(=C1)C(C)C)C(C)C)Cl